C(C)(=O)O[C@H]1CC[C@@H]2[C@@]1(CC[C@@H]1[C@]3(CCC=4N=C(SC4C3=CC[C@@H]21)NN2CCN(CC2)C)C)C (5aR,5bS,7aS,8S,10aS,10bR)-5a,7a-dimethyl-2-((4-methylpiperazin-1-yl)amino)-5,5a,5b,6,7,7a,8,9,10,10a,10b,11-dodecahydro-4H-cyclopenta[7,8]phenanthro[2,1-d]thiazol-8-yl acetate